N-(4-amino-1H-pyrazolo[4,3-c]pyridin-7-yl)-2-((2R,5S)-2-(4-fluorophenyl)-5-methylpiperidin-1-yl)-2-oxoacetamide NC1=NC=C(C2=C1C=NN2)NC(C(=O)N2[C@H](CC[C@@H](C2)C)C2=CC=C(C=C2)F)=O